(2-(Benzyloxy)-4,6-dihydroxyphenyl)(4-((1-methyl-1H-pyrazol-4-yl)amino)isoindolin-2-yl)methanone C(C1=CC=CC=C1)OC1=C(C(=CC(=C1)O)O)C(=O)N1CC2=CC=CC(=C2C1)NC=1C=NN(C1)C